C(C)(=O)C1=NC=C(C=N1)OC1=CC=C(C=C1)[C@@H](C)C1=CC=C(C=N1)OC1CC(C1)NC(OC(C)(C)C)=O tert-butyl ((1r,3r)-3-((6-(1-(4-((2-acetylpyrimidin-5-yl) oxy)phenyl)ethyl)pyridin-3-yl)oxy)cyclobutyl)carbamate